C1(=CC=CC=C1)C1=NN=C(S1)CNC(=O)C=1N=NN(C1)C1COCC1 N-((5-phenyl-1,3,4-thiadiazol-2-yl)methyl)-1-(tetrahydrofuran-3-yl)-1H-1,2,3-triazole-4-carboxamide